4-chloromethyl-N-(7-methoxy-4-phenyl-1H-benzimidazol-2-yl)-benzamide hydrochloride Cl.ClCC1=CC=C(C(=O)NC2=NC3=C(N2)C(=CC=C3C3=CC=CC=C3)OC)C=C1